(Z)-3,7-dimethylocta-2,6-dien-1-yl-4-(2,3,4,9-tetrahydro-1H-pyrido[3,4-b]indol-1-yl)benzoate C/C(=C/COC(C1=CC=C(C=C1)C1NCCC2=C1NC1=CC=CC=C21)=O)/CCC=C(C)C